CC(CC#CC=1C=C(OC2=C(N=NN2)C(=O)OCC)C=CC1)(C)C Ethyl 5-(3-(4,4-dimethylpent-1-ynyl)phenoxy)-1H-1,2,3-triazole-4-carboxylate